NCC(C[Si](OCCCCCCCCCCCCCCCCCC)(OCCCCCCCCCCCCCCCCCC)OCCCCCCCCCCCCCCCCCC)C 3-amino-2-methylpropyl(trioctadecanoxysilane)